NC1=C(C=CC=C1)C1=CC=CC=C1 2-amino-biphenyl